5-(4-(2-fluoropyridin-3-yl)-3-methylphenoxy)-1H-1,2,3-triazole-4-carboxylic acid FC1=NC=CC=C1C1=C(C=C(OC2=C(N=NN2)C(=O)O)C=C1)C